(S)-7-((6-(4-(dimethylamino)piperidin-1-yl)-5-methylpyridin-3-yl)methyl)-N2-(pentan-2-yl)imidazo[2,1-f][1,2,4]triazine-2,4-diamine CN(C1CCN(CC1)C1=C(C=C(C=N1)CC1=CN=C2C(=NC(=NN21)N[C@@H](C)CCC)N)C)C